FC(OC1=C(C=C(C=C1)C)[C@H]1CCN2N1C=1C=C(C(=CC1C2=O)F)C=2C=NC(=NC2)C(C)(C)O)F (R)-3-(2-(difluoromethoxy)-5-methylphenyl)-7-fluoro-6-(2-(2-hydroxypropan-2-yl)pyrimidin-5-yl)-2,3-dihydro-1h,9h-pyrazolo[1,2-a]indazol-9-one